diaminopropionic acid-N-palmitoyl-N-oleoyl-amide tri-hydrochloride Cl.Cl.Cl.C(CCCCCCCCCCCCCCC)(=O)N(C(C(C)(N)N)=O)C(CCCCCCC\C=C/CCCCCCCC)=O